C1(=CC=CC=C1)C1=C(C(=NN=N1)C1=CC=CC=C1)C1=C(C=CC=C1)C1=CC=CC=C1 [phenyl(biphenylyl)triazinyl]benzene